C1=NS(C=CC2=C1C=CC=C2)NC(C2=CC=C(C=C2)C2=CC(=CC=C2)O)=O N-(benzo[d][1,2]thiazepin-3-yl)-4-(3-hydroxyphenyl)benzamide